P([O-])([O-])[O-].P(O)(O)O.P([O-])(O)O.[Sn+4] tin triphosphite